(2-(ethoxymethoxy)-4-(trifluoromethyl)phenyl)boric acid C(C)OCOC1=C(C=CC(=C1)C(F)(F)F)OB(O)O